5-((1S,2R)-1-(7-chloro-5-methyl-1,1-dioxido-4,5-dihydrobenzo[f][1,2,5]thiadiazepin-2(3H)-yl)-2-(6-fluoro-2,3-dimethylphenyl)propyl)-1,3,4-oxadiazol-2(3H)-one ClC=1C=CC2=C(N(CCN(S2(=O)=O)[C@@H]([C@H](C)C2=C(C(=CC=C2F)C)C)C2=NNC(O2)=O)C)C1